C(C)(C)(C)C=1C=C(C=C(C1O)C(C)(C)C)CCC(=O)OCCN=C=O 2-[3-(3,5-di-tert-butyl-4-hydroxyphenyl)propionyloxy]ethyl isocyanate